N-(1-(2-Chlorophenyl)cyclopropyl)-5-(2-(dimethylamino)ethoxy)-2-methyl-benzamide ClC1=C(C=CC=C1)C1(CC1)NC(C1=C(C=CC(=C1)OCCN(C)C)C)=O